2-(dicyclohexylphosphino)-2,4,6-tris(isopropyl)biphenyl C1(CCCCC1)P(C1(C(=C(C=C(C1)C(C)C)C(C)C)C1=CC=CC=C1)C(C)C)C1CCCCC1